O1C(=NC2=C1C=CC=C2)[C@H]2N(CC=1NC=NC12)C(=O)C=1OC(=NN1)C=1C=NN(C1)C (S)-(4-(benzo[d]oxazol-2-yl)-4,6-dihydropyrrolo[3,4-d]imidazol-5(1H)-yl)(5-(1-methyl-1H-pyrazol-4-yl)-1,3,4-oxadiazol-2-yl)methanone